CN1C2=C(OC3(CC1=O)CC3)C=CC=N2 5'-methyl-3'H-spiro[cyclopropane-1,2'-pyrido[3,2-b][1,4]oxazepine]-4'(5'H)-one